4-benzyloxy-1-(pyridin-3-yl)-1H-pyrazole-3-carboxylic acid ethyl ester C(C)OC(=O)C1=NN(C=C1OCC1=CC=CC=C1)C=1C=NC=CC1